Cl.ClC1=CC=C(C=C1)[C@H]1C[C@@H](CO1)C1=NOC(=N1)CN1N=CC2=C(C1=O)CCNC2 2-((3-((3R,5R)-5-(4-chlorophenyl)tetrahydro-furan-3-yl)-1,2,4-oxadiazol-5-yl)methyl)-5,6,7,8-tetrahydropyrido[3,4-d]pyridazin-1(2H)-one hydrochloride